The molecule is an alpha-amino-acid cation obtained by deprotonation of the carboxy group and protonation of the amino groups of (2R,5S)-2,5-diaminohexanoic acid; major species at pH 7.3. It is a conjugate acid of a (2R,5S)-2,5-diaminohexanoic acid. C[C@@H](CC[C@H](C(=O)[O-])[NH3+])[NH3+]